FC=1C=C(C(=O)NC2=NN(C3=CC=CC=C23)CC2=CC=C(C=C2)C(F)(F)F)C=CC1 3-fluoro-N-(1-(4-(trifluoromethyl)benzyl)-1H-indazol-3-yl)benzamide